3-hydroxy-1-(3-((4-methoxybenzyl)amino)-6-methylthieno[2,3-b]pyrazin-2-yl)pent-2-en-1-one OC(=CC(=O)C=1N=C2C(=NC1NCC1=CC=C(C=C1)OC)SC(=C2)C)CC